N-(1-(N-(tert-butoxycarbonyl)sulfamoyl)pyridin-4(1H)-ylidene)-N-ethylmethanaminium chloride [Cl-].C(C)(C)(C)OC(=O)NS(=O)(=O)N1C=CC(C=C1)=[N+](C)CC